FC12CC(C1)(C2)C(=O)N[C@H](CC2=CC(=CC=C2)OC)CCCC (S)-3-fluoro-N-(1-(3-methoxyphenyl)hexan-2-yl)bicyclo[1.1.1]pentane-1-carboxamide